(((cyclohexylmethyl)(methoxycarbonyl)amino)methyl)benzoate C1(CCCCC1)CN(C(=O)OC)COC(C1=CC=CC=C1)=O